6-Benzyloxy-12,12-dimethyl-17-nitro-6,15-bis(trifluoromethyl)-10,19-dioxa-3,4,13,18-tetrazatricyclo[12.3.1.12,5]nonadeca-1(18),2,4,14,16-pentaene C(C1=CC=CC=C1)OC1(C2=NN=C(C=3C(=CC(=C(NC(COCCC1)(C)C)N3)C(F)(F)F)[N+](=O)[O-])O2)C(F)(F)F